(2R,3S)-2-((E)-3-(6-bromo-7-chloro-3H-imidazo[4,5-b]pyridin-3-yl)prop-1-enyl)piperidin-3-ol BrC=1C(=C2C(=NC1)N(C=N2)C/C=C/[C@H]2NCCC[C@@H]2O)Cl